F[C@@H]1C[C@H](N(C1)C(=O)OC(C)(C)C)C(NC1=C(C(=CC=C1)OC(F)(F)F)F)=O tert-Butyl (2S,4R)-4-fluoro-2-((2-fluoro-3-(trifluoromethoxy)phenyl)carbamoyl)pyrrolidine-1-carboxylate